C(C)(=O)NC1=CC=C(S1)C1N(CC(CC1)C)C(=O)OC(C)(C)C tert-Butyl 2-(5-acetamido-2-thienyl)-5-methyl-piperidine-1-carboxylate